NC1=CC=C(C=C1)SC1=C(C=C(N)C=C1)C1=CC=CC=C1 4-((4-aminophenyl)thio)-3-phenylaniline